C(C)(=O)OC1C=C(CC1)C=1N=C(C2=C(N1)N(C=C2)C(=O)OC(C)(C)C)O tert-butyl 2-(3-acetoxycyclopent-1-en-1-yl)-4-hydroxy-7H-pyrrolo[2,3-d]pyrimidine-7-carboxylate